3-phenylfuran-2-yl-but-1,3-diynyl-benzamide C1(=CC=CC=C1)C1=C(OC=C1)C=1C(=C(C(=O)N)C=CC1)C#CC#C